C1(CCCC1)NC=1SC(=C(N1)C)C(\C=C\N(C)C)=O (E)-1-(2-(cyclopentylamino)-4-methylthiazol-5-yl)-3-(dimethylamino)prop-2-en-1-one